isopropyl 4-(1-((7-fluoro-2-methylimidazo[1,2-a]pyridin-6-yl)carbamoyl)-2,3-dihydro-1H-pyrrolo[2,3-b]pyridin-4-yl)-2,2-dimethylpiperazine-1-carboxylate FC1=CC=2N(C=C1NC(=O)N1CCC=3C1=NC=CC3N3CC(N(CC3)C(=O)OC(C)C)(C)C)C=C(N2)C